6-(3-hydroxypropoxy)-4-(6-(4-((5-methoxypyridin-2-yl)methyl)piperazin-1-yl)pyridin-3-yl)pyrazolo[1,5-a]pyridine-3-carbonitrile 2,2,2-trifluoroacetate FC(C(=O)O)(F)F.OCCCOC=1C=C(C=2N(C1)N=CC2C#N)C=2C=NC(=CC2)N2CCN(CC2)CC2=NC=C(C=C2)OC